C(C)OC(=O)NC=1C=C(C(=O)OC)C=CC1C=O Methyl 3-((ethoxycarbonyl)amino)-4-formylbenzoate